NC=1C=NN(C1)CC(C)C rac-3-(4-amino-1H-pyrazol-1-yl)-2-methylpropane